tri(4-isopropylphenyl)phosphine C(C)(C)C1=CC=C(C=C1)P(C1=CC=C(C=C1)C(C)C)C1=CC=C(C=C1)C(C)C